FS(=O)(=O)OC=1C=C(C(=O)O)C=CC1 3-[(fluorosulfonyl)oxy]benzoic acid